CC1=C(C=CC=C1/C=C/C=1C=C(CNC(C(=O)O)(CO)C)C=CC1C(F)(F)F)C1=CC=CC=C1 (E)-2-(3-(2-(2-methylbiphenyl-3-yl)vinyl)-4-(trifluoromethyl)benzylamino)-3-hydroxy-2-methylpropanoic acid